(S)-2-(4-(6-((5,6-dihydro-4H-pyrrolo[1,2-b]pyrazol-2-yl)methoxy)pyridin-2-yl)-2,5-difluorobenzyl)-1-(oxetan-2-ylmethyl)-1H-benzo[d]imidazole-6-carboxylic acid N=1N2C(=CC1COC1=CC=CC(=N1)C1=CC(=C(CC3=NC4=C(N3C[C@H]3OCC3)C=C(C=C4)C(=O)O)C=C1F)F)CCC2